C(C)N1N(C=2C3=C(C(C(C2C1=O)=O)=O)C=CC=C3)C3=CC=CC=C3 2-Ethyl-1-phenyl-1H-benzo[g]indazol-3,4,5(2H)-trion